methyl 3-methoxy-4-[(1R,4R)-5-methyl-2,5-diazabicyclo[2.2.1]heptan-2-yl]benzoate COC=1C=C(C(=O)OC)C=CC1N1[C@H]2CN([C@@H](C1)C2)C